C1(=CC(=CC=C1)C1=CC(=CC(=N1)O)O)C 6-(m-tolyl)pyridine-2,4-diol